ClC1=NN2C=3C(CCNC3C=NC2=C1)(C)C 4-chloro-13,13-dimethyl-2,3,7,10-tetraazatricyclo[7.4.0.02,6]trideca-1(9),3,5,7-tetraene